N-[(4-methoxyphenyl)methyl]-3,4-dimethyl-pyrimido[4',5':4,5]furo[2,3-c]pyridazin-8-amine COC1=CC=C(C=C1)CNC1=NC=NC2=C1OC=1N=NC(=C(C12)C)C